2-[2-[2-[2-[2-[2-(2-azidoethoxy)ethoxy]ethoxy]ethoxy]ethoxy]ethoxy]-N-methyl-ethanamine N(=[N+]=[N-])CCOCCOCCOCCOCCOCCOCCNC